FC=1C=C2C(=CNC2=CC1)C=1C=C(SC1)C(CC(=O)OC)=O Methyl 3-(4-(5-fluoro-1H-indol-3-yl)thiophen-2-yl)-3-oxopropanoate